Acetic acid 1-(2-(1,3-dioxan-2-yl) ethyl)-4-isopropylcyclohexyl ester O1C(OCCC1)CCC1(CCC(CC1)C(C)C)OC(C)=O